5-chloro-4-(6-fluoropyridin-3-yl)-2-methoxyaniline ClC=1C(=CC(=C(N)C1)OC)C=1C=NC(=CC1)F